ClC1=C(CNC2=C3N=CN(C3=NC(=N2)C=2C=NC=C(C2)Cl)[C@H]2[C@@H]([C@@H]([C@H](O2)C(=O)NNC)O)O)C=C(C=C1)C (2S,3S,4R,5R)-5-(6-((2-chloro-5-methylbenzyl)amino)-2-(5-chloropyridin-3-yl)-9H-purin-9-yl)-3,4-dihydroxyl-N'-methyltetrahydrofuran-2-carbohydrazide